NC1=C(C(=NN1CC1=CC=CC=C1)CC)C(=O)N 5-amino-1-benzyl-3-ethylpyrazole-4-carboxamide